C1(CC1)C=1N=CC=2C3=C(C=C(C2C1)S(=O)(=O)NCC(C)C)CCC3NC3=NN=CN3C=3C=NC=C(C3)F 3-cyclopropyl-9-[[4-(5-fluoro-3-pyridyl)-1,2,4-triazol-3-yl]amino]-N-isobutyl-8,9-dihydro-7H-cyclopenta[h]isoquinoline-5-sulfonamide